NC1=NC(=CC(=N1)C1=NN(C=C1CC1=C(C=CC=C1)CO)C(F)F)Cl [2-[[3-(2-amino-6-chloro-pyrimidin-4-yl)-1-(difluoromethyl)pyrazol-4-yl]methyl]phenyl]methanol